FC=1C(=NC(=NC1)N[C@H]1[C@@H](COCC1)O)C1=CC=C2C(C=C(N(C2=C1)C(C)C)CN1[C@H](COCC1)C)=O 7-(5-fluoro-2-(((3S,4R)-3-hydroxytetrahydro-2H-pyran-4-yl)amino)pyrimidin-4-yl)-1-isopropyl-2-(((S)-3-methylmorpholino)methyl)quinolin-4(1H)-one